(5S)-5-hydroxy-1-(4-hydroxy-3-methoxyphenyl)octan-3-one O[C@H](CC(CCC1=CC(=C(C=C1)O)OC)=O)CCC